C(C)(=O)C=1C=C(SC1)C(=O)O 4-ACETYLTHIOPHENE-2-CARBOXYLIC ACID